C(C1=CC=CC=C1)C=1N(C=2C(=C3CC[C@@H](NC3=CC2)C)N1)C1CCN(CC1)C1=NN=NN1 (7S)-2-Benzyl-7-methyl-3-[1-(1H-1,2,3,4-tetrazol-5-yl)piperidin-4-yl]-3H,6H,7H,8H,9H-imidazo[4,5-f]chinolin